N-(4-([1,2,4]triazolo[1,5-a]pyridin-7-yloxy)-2-fluoro-3-methylphenyl)-6-(3,8-diazabicyclo[3.2.1]octan-8-yl)pyrido[3,2-d]pyrimidin-4-amine N=1C=NN2C1C=C(C=C2)OC2=C(C(=C(C=C2)NC=2C1=C(N=CN2)C=CC(=N1)N1C2CNCC1CC2)F)C